NCCNCCNC(C1=CC=CC=C1)(C1=CC=CC=C1)C1=CC=CC=C1 N1-(2-Aminoethyl)-N2-tritylethan-1,2-diamin